C(C)(=O)OCC(CO)OC(C)=O 3-hydroxypropane-1,2-diyl diacetate